FC1(CN(C1)C1=NC(=CC(=N1)NC(C1=C(C=C(C=C1)NS(=O)(=O)[C@H](CO)C)N1CCC2(CC2)CC1)=O)C)F (S)-N-(2-(3,3-Difluoroazetidin-1-yl)-6-methylpyrimidin-4-yl)-4-((2-hydroxy-1-methylethyl)sulfonamido)-2-(6-azaspiro[2.5]octan-6-yl)benzamide